tert-butyl (2-methyl-1-oxo-1-(4-((2-oxo-1-(6-oxo-5,6,7,8-tetrahydronaphthalen-2-yl)-1,2-dihydropyrimidin-4-yl)carbamoyl)piperazin-1-yl) propan-2-yl)carbamate CC(C(N1CCN(CC1)C(NC1=NC(N(C=C1)C1=CC=2CCC(CC2C=C1)=O)=O)=O)=O)(C)NC(OC(C)(C)C)=O